quinoline-1(2H)carboxylate N1(CC=CC2=CC=CC=C12)C(=O)[O-]